(difluoro(2-(((S)-1-oxo-3-(pyridin-4-yl)-1-((S)-2-(1,2,3,4-tetrahydroisoquinoline-2-carbonyl)pyrrolidin-1-yl)propan-2-yl)carbamoyl)-1H-indol-5-yl)methyl)phosphonic acid FC(C=1C=C2C=C(NC2=CC1)C(N[C@H](C(N1[C@@H](CCC1)C(=O)N1CC2=CC=CC=C2CC1)=O)CC1=CC=NC=C1)=O)(F)P(O)(O)=O